ethyl 7-bromo-1,4-dimethyl-2,3-dioxo-1,2,3,4-tetrahydroquinoxaline-6-carboxylate BrC1=C(C=C2N(C(C(N(C2=C1)C)=O)=O)C)C(=O)OCC